[3-(6,8-difluoro-imidazo[1,2-a]pyridin-3-yl)-1-methanesulfonylmethyl-1H-pyrazolo[4,3-c]pyridin-6-yl]-1,4-oxaazepan-4-yl-methanone FC=1C=C(C=2N(C1)C(=CN2)C2=NN(C1=C2C=NC(=C1)C(=O)N1CCOCCC1)CS(=O)(=O)C)F